C(#N)CC1(CN(C1)C1CCN(CC1)C(=O)NC=1C(=NC(=CC1)C(F)(F)F)C)N1N=CC(=C1)C=1C2=C(N=CN1)NC=C2 4-{3-(cyanomethyl)-3-[4-(7H-pyrrolo[2,3-d]pyrimidin-4-yl)-1H-pyrazol-1-yl]azetidin-1-yl}-N-[2-methyl-6-(trifluoromethyl)pyridin-3-yl]piperidine-1-carboxamide